CC1([C@@H](CNCC1)COC1=C(C(=CC=C1)OC)C1=CC(=NN1)NC=1N=CC(=NC1)C#N)C (S)-5-((5-(2-((4,4-dimethylpiperidin-3-yl)methoxy)-6-methoxyphenyl)-1H-pyrazol-3-yl)amino)pyrazine-2-carbonitrile